NC1(CCN(CC1)C1=NC(=C2C(=N1)NN=C2Br)C#N)C2=C(C=CC=C2)C(F)(F)F 6-(4-amino-4-(2-(trifluoromethyl)phenyl)piperidin-1-yl)-3-bromo-1H-pyrazolo[3,4-d]pyrimidine-4-carbonitrile